3-(2-chloro-6-fluorophenyl)-7-(4-ethyl-3-(hydroxymethyl)-5-oxo-4,5-dihydro-1H-1,2,4-triazol-1-yl)-6-fluoro-1-(hexan-2-yl)cinnolin-4(1H)-one ClC1=C(C(=CC=C1)F)C1=NN(C2=CC(=C(C=C2C1=O)F)N1N=C(N(C1=O)CC)CO)C(C)CCCC